ethyl 6-bromo-1-((tert-butoxycarbonyl) (2,2,2-trifluoroethyl) amino)-4-oxo-1,4-dihydro-1,8-naphthyridine-3-carboxylate BrC=1C=C2C(C(=CN(C2=NC1)N(CC(F)(F)F)C(=O)OC(C)(C)C)C(=O)OCC)=O